ClC1=NC(=CC(=C1)C=1C(=NN2C1N=C(C=C2)C(=O)NCC2(CC(C2)(F)F)NC(OC(C)(C)C)=O)C2=CC(=CC=C2)C#N)C tert-Butyl N-[1-[[[3-(2-chloro-6-methyl-4-pyridyl)-2-(3-cyanophenyl)pyrazolo[1,5-a]pyrimidine-5-carbonyl]amino]methyl]-3,3-difluoro-cyclobutyl]carbamate